FC1=CC(=C(C=C1)C1=CC(=CC=C1)C=1OC2=C(N1)C=C(C=C2C(F)(F)F)CNCC(=O)O)C2=NN=CN2C ((2-(4'-Fluoro-2'-(4-methyl-4H-1,2,4-triazol-3-yl)-[1,1'-biphenyl]-3-yl)-7-(trifluoromethyl)benzo[d]oxazol-5-yl)methyl)glycine